N-(4-((2R,6S)-2,6-dimethylmorpholino)phenyl)-5-fluoro-4-((4-fluoropiperidin-4-yl)methoxy)pyrimidin-2-amine C[C@H]1O[C@H](CN(C1)C1=CC=C(C=C1)NC1=NC=C(C(=N1)OCC1(CCNCC1)F)F)C